3-(4-cyclobutoxy-2-methoxypyridin-3-yl)-1-{[2-(trimethylsilyl)ethoxy]methyl}pyrrolo[2,3-b]pyridin-6-amine C1(CCC1)OC1=C(C(=NC=C1)OC)C1=CN(C2=NC(=CC=C21)N)COCC[Si](C)(C)C